N1=CC=C(C=C1)C1=NC2=CN=CC=C2C(=C1)N 2-(pyridin-4-yl)-1,7-naphthyridin-4-amine